C(C)(=O)C(C#N)CC(OC)OC 2-acetyl-4,4-dimethoxybutanenitrile